C1(CC1)NC(=O)C1=NC(=C(C=C1)N1CCN(CC1)CC=1C(=C2NC(C(=NC2=CC1)C(F)F)=O)F)F N-cyclopropyl-5-(4-((2-(difluoromethyl)-5-fluoro-3-oxo-3,4-dihydroquinoxalin-6-yl)methyl)piperazine-1-yl)-6-fluoropyridinamide